(R)-2-((tert-butoxycarbonyl)amino)-3-phenylpropyl methanesulfonate CS(=O)(=O)OC[C@@H](CC1=CC=CC=C1)NC(=O)OC(C)(C)C